C1(CCCCC1)C(COCC)(COC)CC[Si](C1=CC=CC=C1)(C)C 2-cyclohexyl-2-(2-dimethylphenylsilylethyl)-1-ethoxy-3-methoxypropane